ClC=1C=C2C(=NC1OC)C(=C(N2C)C2=NN=C(N2)[C@@H](C(F)(F)F)OC)N2C=NC=C2 (S)-6-chloro-3-(1H-imidazol-1-yl)-5-methoxy-1-methyl-2-(5-(2,2,2-trifluoro-1-methoxy-ethyl)-4H-1,2,4-triazol-3-yl)-1H-pyrrolo[3,2-b]pyridine